((3S,4S,6R)-4-(3,4-difluorophenyl)-6-(3-(piperidin-1-yl)propyl)piperidin-3-yl)-5,6-dihydropyrazolo[1,5-d]thieno[3,2-f][1,4]oxazepine-2-carboxamide FC=1C=C(C=CC1F)[C@@H]1[C@H](CN[C@@H](C1)CCCN1CCCCC1)C1=C(SC2=C1C=1N(CCO2)N=CC1)C(=O)N